Cl.O[C@H]1CNCC1 (3R)-3-hydroxypyrrolidine hydrochloride